BrC1=CC(=C(C(=C1)C)C(C(=O)N)C1(CC(C1)(F)F)C)C (4-bromo-2,6-dimethylphenyl)-2-(3,3-difluoro-1-methylcyclobutyl)acetamide